tert-Butyl N-[4-(4-cyanooxan-4-yl)-3-methylphenyl]carbamate C(#N)C1(CCOCC1)C1=C(C=C(C=C1)NC(OC(C)(C)C)=O)C